ClC=1C2=C(N=C(N1)N1CCOCC1)N(CC2)C2=CC(=CC=C2)F 4-(4-chloro-7-(3-fluorophenyl)-6,7-dihydro-5H-pyrrolo[2,3-d]pyrimidin-2-yl)morpholine